O1CCN(CC1)C(=O)C1=CC=C(C=C1)Br (4-bromophenyl) (morpholino) ketone